C(C)OP(=O)(OCC)C(C(=O)OC(C)(C)C)C Tert-Butyl 2-(diethoxyphosphoryl)propanoate